(1R,3S,5S)-N-(2-fluoro-5-(5-fluoropyrimidin-2-yl)-4-(trifluoromethyl)phenyl)-3-methyl-1-(1,2,4-triazol-4-ylmethyl)-6-azabicyclo[3.1.1]heptane-6-carboxamide FC1=C(C=C(C(=C1)C(F)(F)F)C1=NC=C(C=N1)F)NC(=O)N1[C@H]2C[C@@H](C[C@@]1(C2)CN2C=NN=C2)C